(1r,2s,3r,4r,z)-3-amino-7-(cyclopropylmethylene)-N-neopentylbicyclo[2.2.1]heptane-2-carboxamide HCl Cl.N[C@H]1[C@H]([C@H]/2CC[C@@H]1\C2=C/C2CC2)C(=O)NCC(C)(C)C